2-(4-(6-amino-4-methyl-2,3-dioxo-3,4-dihydroquinoxalin-1(2H)-yl)piperidin-1-yl)pyrimidine-5-carbonitrile NC=1C=C2N(C(C(N(C2=CC1)C1CCN(CC1)C1=NC=C(C=N1)C#N)=O)=O)C